N-(1,3-benzodioxol-5-yl)-2-(3,4-dimethoxy-phenyl)imidazo[1,2-a]pyrazin-3-amine O1COC2=C1C=CC(=C2)NC2=C(N=C1N2C=CN=C1)C1=CC(=C(C=C1)OC)OC